(5S)-N-(7-chloro-6-(cis-4-((R)-3-fluoropyrrolidin-1-yl)cyclohexyl)isoquinolin-3-yl)-6,6-dimethyltetrahydro-2H-pyran-3-carboxamide ClC1=C(C=C2C=C(N=CC2=C1)NC(=O)C1COC(CC1)(C)C)[C@@H]1CC[C@@H](CC1)N1C[C@@H](CC1)F